C(C)OP(=O)(C)C1=CC=C(C=C1)[C@H]1N(CC[C@H](C1)C)CC1=C2C=CN(C2=C(C=C1OC)C)C(=O)OC(C)(C)C tert-Butyl 4-(((2S,4R)-2-(4-(ethoxy (methyl) phosphoryl) phenyl)-4-methylpiperidin-1-yl) methyl)-5-methoxy-7-methyl-1H-indole-1-carboxylate